C1(=CC=CC=C1)S(=O)(=O)C1(CCCCC1)C(=O)O 1-benzenesulfonylcyclohexanecarboxylic acid